1-(4-(hydroxymethyl)-2-azabicyclo[2.1.1]hexan-2-yl)ethan-1-one OCC12CN(C(C1)C2)C(C)=O